(8R,9aS)-rel-8-(2,3-dichloro-6-hydroxyphenyl)-2-(2-hydroxyethyl)hexahydro-4H-pyrido[1,2-a]pyrazine-1,4(6H)-dione ClC1=C(C(=CC=C1Cl)O)[C@H]1C[C@@H]2N(C(CN(C2=O)CCO)=O)CC1 |o1:9,11|